OC1=CC=C(C=C1)CC=1C=C(C=CC1C)[C@]12[C@@H]([C@H]([C@@H]([C@](CO1)(O2)C)O)O)O (1S,2S,3S,4R,5S)-5-[3-[(4-hydroxyphenyl)methyl]-4-methyl-phenyl]-1-methyl-6,8-dioxabicyclo[3.2.1]octane-2,3,4-triol